N1=CN=C(C=C1)N1N=CC2=CC=C(C=C12)B1OC(C(O1)(C)C)(C)C 1-pyrimidin-4-yl-6-(4,4,5,5-tetramethyl-1,3,2-dioxaborolan-2-yl)indazole